methyl (E)-7-(3-((tert-butyldimethylsilyl)oxy)prop-1-en-1-yl)-1-(cyclopropylmethyl)-1H-indole-2-carboxylate [Si](C)(C)(C(C)(C)C)OC/C=C/C=1C=CC=C2C=C(N(C12)CC1CC1)C(=O)OC